N1(CCC2C1CNCC2)C=2N=C(NC(C2Cl)=O)C2=CC(=NC=C2)F 4-(2,3,3a,4,5,6,7,7a-octahydropyrrolo[2,3-c]pyridin-1-yl)-5-chloro-2-(2-fluoro-4-pyridinyl)-1H-pyrimidin-6-one